methyl 6-chloro-5-(hydroxymethyl)pyridine-2-carboxylate ClC1=C(C=CC(=N1)C(=O)OC)CO